O=C1C2=C(C=NN1)N=C(N=C2NC2=CC=C(CN1CCC(CC1)C(=O)O)C=C2)C2=CC=CC=C2 1-(4-(5-oxo-2-phenyl-5,6-dihydropyrimido[4,5-d]pyridazin-4-ylamino)benzyl)piperidine-4-carboxylic acid